NC=1C(=NC=CN1)C(=O)NCC1=NC(=NN1)C1CCN(CC1)C(=O)C1=NN(C=C1SC)C 3-amino-N-[(3-{1-[1-methyl-4-(methylsulfanyl)-1H-pyrazole-3-carbonyl]piperidin-4-yl}-1H-1,2,4-triazol-5-yl)methyl]pyrazine-2-carboxamide